2-(1H-Benzo[d]imidazol-5-yl)-5,6-dichloro-3-(4-propoxyphenyl)isoindolin-1-on N1C=NC2=C1C=CC(=C2)N2C(C1=CC(=C(C=C1C2C2=CC=C(C=C2)OCCC)Cl)Cl)=O